7-(3-(N-(3-methyl-1,2,4-thiadiazol-5-yl)sulfamoyl)phenyl)heptanoic acid CC1=NSC(=N1)NS(=O)(=O)C=1C=C(C=CC1)CCCCCCC(=O)O